C(C)(C)(C)OC(=O)N(CCN(C(OC(C)(C)C)=O)C)CCC(NC1=NC=CC(=C1)NC1=C(N=NC(=C1)C1=C(C=CC(=C1)Cl)F)C)=O tert-butyl N-(2-{[(tert-butoxy)carbonyl]({2-[(4-{[6-(5-chloro-2-fluorophenyl)-3-methylpyridazin-4-yl]amino}pyridin-2-yl)carbamoyl]ethyl})amino}ethyl)-N-methylcarbamate